C(C=1C(C(=O)[O-])=CC=CC1)(=O)OCCOC(C(=C)C)=O mono-(2-(methacryloyloxy) ethyl) phthalate